perfluorononane-4,6-dione silver (I) [Ag+].FC(C(C(C(C(C(C(C(C(F)(F)F)(F)F)(F)F)=O)(F)F)=O)(F)F)(F)F)(F)F